C(C)(C)(C)OC(=O)N([C@@H]1CCC=2N(C3=CC=CC=C3C2C1)C(=O)OC(C)(C)C)C1=NC(=NC=2N1N=CC2C(C)C)S(=O)C tert-butyl (3R)-3-[tert-butoxycarbonyl-(8-isopropyl-2-methylsulfinyl-pyrazolo[1,5-a][1,3,5]triazin-4-yl)amino]-1,2,3,4-tetrahydrocarbazole-9-carboxylate